1,6-BIS(methacryloyloxy-2-ethoxycarbonylamino)-2,4,4-trimethylhexane C(C(=C)C)(=O)ON(CC(CC(CCN(C(=O)OCC)OC(C(=C)C)=O)(C)C)C)C(=O)OCC